CNC1CCOC2=CC(=CC=C12)C(F)(F)F N-methyl-7-(trifluoromethyl)chroman-4-amine